8-hydroxy-3-ethylnaphtho[2,3-d]isoxazole-4,9-dione OC=1C=2C(C3=C(C(=NO3)CC)C(C2C=CC1)=O)=O